BrC=1C(=CC=C2CN(C(C12)=O)C1C(NC(CC1)=O)=O)N(C)C 3-(7-bromo-6-(dimethylamino)-1-oxoisoindolin-2-yl)piperidine-2,6-dione